dimethylamino-10-acetyl-phenothiazine CN(C)C1=CC=CC=2SC3=CC=CC=C3N(C12)C(C)=O